1-(2-(2-(5-((3,4-Dichlorobenzyl)amino)-7-oxo-6,7-dihydro-1H-pyrazolo[4,3-d]pyrimidin-1-yl)ethoxy)ethyl)guanidine hydrochloride Cl.ClC=1C=C(CNC=2NC(C3=C(N2)C=NN3CCOCCNC(=N)N)=O)C=CC1Cl